FC1=C(C=CC(=C1)F)C1=CC=CC2=C1C(=NO2)N2C(N1[C@H](CC2)C([C@@H](C1)NS(=O)(=O)C)(F)F)=O N-{(4aR,6R)-2-[4-(2,4-difluorophenyl)-1,2-benzoxazol-3-yl]-5,5-difluoro-1-oxooctahydropyrrolo[1,2-c]pyrimidin-6-yl}methanesulfonamide